4-(((((1R,2S,5R)-2-carbamoyl-7-oxo-1,6-diazabicyclo[3.2.1]octan-6-yl)oxy)sulfonyl)oxy)-2,2,3,3-tetramethylbutyl 3-chloro-2,6-dimethoxybenzoate ClC=1C(=C(C(=O)OCC(C(COS(=O)(=O)ON2[C@@H]3CC[C@H](N(C2=O)C3)C(N)=O)(C)C)(C)C)C(=CC1)OC)OC